Fluorosulfonylmethoxycarbonylamide FS(=O)(=O)COC(=O)[NH-]